ClC1=CC=2C(C3=CC=CC=C3C2C=C1)=O 2-chloro-9-fluorenone